CNCC1=NC(=CC2=C1CNC2)N2CCN(CC2)C 4-((methylamino)methyl)-6-(4-methylpiperazin-1-yl)-2,3-dihydro-1H-pyrrolo[3,4-c]pyridine